COC1=C(C=C2C=CN=C(C2=C1)OC[C@H]1NC(C(C1)=C1COC1)=O)C(=O)N 7-methoxy-1-{[(2S)-4-(oxetan-3-ylidene)-5-oxopyrrolidin-2-yl]methoxy}isoquinoline-6-carboxamide